tert-butyl 8-(5-chloro-3-fluoropyridin-2-yl)-6,9-dioxo-5-[[4-(trifluoromethyl) phenyl] methyl]-2,5,8-triazaspiro[3.5]nonane-2-carboxylate ClC=1C=C(C(=NC1)N1CC(N(C2(CN(C2)C(=O)OC(C)(C)C)C1=O)CC1=CC=C(C=C1)C(F)(F)F)=O)F